methyl 2-(4-cyanophenyl)-3-fluoropyridine-4-carboxylate C(#N)C1=CC=C(C=C1)C1=NC=CC(=C1F)C(=O)OC